N-(1-cyclobutyl-6-(2-hydroxypropan-2-yl)-1H-benzo[d]imidazol-2-yl)-3-hydroxy-3-methylbutanamide C1(CCC1)N1C(=NC2=C1C=C(C=C2)C(C)(C)O)NC(CC(C)(C)O)=O